BrC=1SC2=C(N1)C=C(C(=C2)OC[C@@H](C)O)F (R)-1-((2-bromo-5-fluorobenzo[d]thiazol-6-yl)oxy)propan-2-ol